2-(2-methylpyridin-4-yl)-N-(4-(2-(trifluoromethyl)pyridin-4-yl)benzyl)-1,6-naphthyridin-5-amine CC1=NC=CC(=C1)C1=NC=2C=CN=C(C2C=C1)NCC1=CC=C(C=C1)C1=CC(=NC=C1)C(F)(F)F